FC1(CN(C1)C1=C(SC=C1)CC(CC1(CCOC2(CCCC2)C1)C1=NC=CC=C1)N)F ((3-(3,3-difluoroazetidin-1-yl)thiophen-2-yl)methyl)-2-(9-(pyridin-2-yl)-6-oxaspiro[4.5]decan-9-yl)ethanamine